N[C@H](C)C=1C=C(C=C2C(N(C(=NC12)C1=CC=CC=2C=COC21)C)=O)C (R)-8-(1-aminoethyl)-2-(benzofuran-7-yl)-3,6-dimethylquinazolin-4(3H)-one